O=C1N(CC2=CC=C(C=C12)C#CC1=CC=C(C=C1)CN1CCN(CC1)C(=O)OC(C)(C)C)[C@@H](C(NC=1SC=CN1)=O)C1=CC=CC=C1 |r| tert-Butyl 4-[[4-[2-[3-oxo-2-[(1RS)-2-oxo-1-phenyl-2-(thiazol-2-ylamino)ethyl] isoindolin-5-yl]ethynyl]phenyl]methyl]piperazine-1-carboxylate